[OH-].[OH-].[OH-].[Al+3] Aluminium trihydroxid